ClC1=NC2=CC=CC=C2C=C1C(=O)OC Methyl 2-chloroquinolin-3-carboxylate